3-mercaptopropionic acid-2-ethyl-5,11-dioxo-11-[(2-oxotetrahydrothiophen-3-yl) amino]-2-{[(3-mercaptopropionyl) oxy] methyl}-4-oxa-8-thiaundecan-1-yl ester C(C)C(COC(CCS)=O)(COC(CCSCCC(NC1C(SCC1)=O)=O)=O)COC(CCS)=O